rel-N-{5-[([1,1'-biphenyl]-3-yl)methyl]-4-oxo-3-(propan-2-yl)-3,4,5,6,7,8-hexahydroquinazolin-6-yl}-1-fluorocyclopropane-1-sulfonamide C1(=CC(=CC=C1)CC1C=2C(N(C=NC2CCC1NS(=O)(=O)C1(CC1)F)C(C)C)=O)C1=CC=CC=C1